CC1=NC(=NN1C1=CC=C(C=C1)CC1=CC=C(C=C1)C1=CC=C(C=C1)CN1C[C@H]2N(CC1)CCCC2)C(=O)N (S)-5-methyl-1-(4-((4'-((octahydro-2H-pyrido[1,2-a]pyrazin-2-yl)methyl)-[1,1'-biphenyl]-4-yl)methyl)phenyl)-1H-1,2,4-triazole-3-carboxamide